benzo[d][1,3]dioxin-5-formaldehyde O1COCC2=C1C=CC=C2C=O